CC=1C=C(N)C=C(C1)OC(F)(F)F 3-methyl-5-(trifluoromethoxy)aniline